BrC(C(=O)[O-])C1=C(C=CC(=C1)F)C1C(COCC1)(C)C 2-bromo-2-(2-(3,3-dimethyltetrahydro-2H-pyran-4-yl)-5-fluorophenyl)acetate